CC(C)(C)N[C@@H]1CC[C@@H]([C@@H](C1)NC(C)=O)N1C([C@H](CC1)NC1=NC=NC=2N1N=C(C2)C(C)(C)C)=O N-[(1R,2S,5R)-5-[(1,1-dimethylethyl)amino]-2-[(3S)-3-[[7-(1,1-dimethylethyl)pyrazolo[1,5-a]-1,3,5-triazin-4-yl]amino]-2-oxo-1-pyrrolidinyl]cyclohexyl]-acetamide